FC1=C2C(=C(C(C2=CC=C1)(C)C)S(=O)(=O)O)F.FC(F)OS(=O)(=O)C=1C(C2=CC=CC=C2C1)(C)C 1,1-dimethyl-1H-indene-2-sulfonic acid Difluoromethyl ester (difluoro-1,1-dimethyl-1H-indene-2-sulfonate)